5-(5-amino-1,2,4-thiadiazol-3-yl)-N-((2-methoxy-5-(4-methyltetrahydro-2H-pyran-4-yl)phenyl)sulfonyl)-8-methylquinoline-2-carboxamide NC1=NC(=NS1)C1=C2C=CC(=NC2=C(C=C1)C)C(=O)NS(=O)(=O)C1=C(C=CC(=C1)C1(CCOCC1)C)OC